(R)-2-((1-(2-(4-methoxy-4-methylpiperidin-1-yl)-3,6-dimethyl-4-oxo-3,4-dihydroquinazolin-8-yl)ethyl)amino)benzoic acid COC1(CCN(CC1)C1=NC2=C(C=C(C=C2C(N1C)=O)C)[C@@H](C)NC1=C(C(=O)O)C=CC=C1)C